(3-methyl-3-oxetanylmethoxy)biphenyl CC1(COC1)COC1=C(C=CC=C1)C1=CC=CC=C1